CC1=NN(C=2NC([C@@H]([C@H](C21)C2=CC(=CC=C2)[N+](=O)[O-])NC(C2=CC(=CC=C2)C(F)(F)F)=O)=O)C2=CC=CC=C2 |r| N-[rac-(4S,5R)-3-methyl-4-(3-nitrophenyl)-6-oxo-1-phenyl-5,7-dihydro-4H-pyrazolo[3,4-b]pyridin-5-yl]-3-(trifluoromethyl)benzamide